CC=1C=C(C=CC1C)C=1C=C(C2=C(N=[13C](O2)C2=CC=CC=C2)C1)C1=CC(=C(C=C1)C)C 5,7-bis(3,4-dimethylphenyl)-2-phenylbenzoxazole-13C